nonane-2-carboxylate CC(CCCCCCC)C(=O)[O-]